3-[5,7-difluoro-2-(4-fluorophenyl)-1H-indol-3-yl]-1-hydroxy-cyclobutanecarbonitrile FC=1C=C2C(=C(NC2=C(C1)F)C1=CC=C(C=C1)F)C1CC(C1)(C#N)O